(4-(1,3-dithian-2-yl)-4-hydroxycyclohexan-1,1-diyl)bis(methylene)bis(4-methylbenzenesulfonate) S1C(SCCC1)C1(CCC(CC1)(CC1=C(C=CC(=C1)C)S(=O)(=O)[O-])CC1=C(C=CC(=C1)C)S(=O)(=O)[O-])O